C1C2CCC1C=1N2C=2C(N1)=C(C=CC2)C#N 1,2,3,4-tetrahydro-1,4-methylenebenzo[4,5]imidazo[1,2-a]pyridine-6-carbonitrile